(S)-2-(2-chlorophenyl)-2-(methylamino)-cyclohexanone ClC1=C(C=CC=C1)[C@@]1(C(CCCC1)=O)NC